C(CCCCCCCCCCCCCCCCC)(=O)O.C(CCCCCCCCCCCCCCCCC)(=O)N stearic acid, amide stearate